N,N'-diisopropyl-O-tert-butylisourea C(C)(C)NC(OC(C)(C)C)=NC(C)C